fluorochroman FC1OC2=CC=CC=C2CC1